2-(3-ethyl-adamantan-1-yl)ethanamine C(C)C12CC3(CC(CC(C1)C3)C2)CCN